4-(2-hydroxy-1,1-dimethyl-ethyl)sulfonylphenol OCC(C)(C)S(=O)(=O)C1=CC=C(C=C1)O